(S)-5-(3-cyano-4-fluorophenyl)-N-(1-cyclopropylethyl)-7-methylpyrazolo[1,5-a]Pyrimidine-3-carboxylic acid C(#N)C=1C=C(C=CC1F)C1=NC=2N(C(=C1)C)N(CC2C(=O)O)[C@@H](C)C2CC2